5-hydroxy-3-(4-(trifluoromethyl)phenyl)benzoxazol-2(3H)-one OC=1C=CC2=C(N(C(O2)=O)C2=CC=C(C=C2)C(F)(F)F)C1